(1-(1H-indol-3-yl)hexan-2-yl)-6-morpholinobenzo[b]thiophene-2-carboxamide N1C=C(C2=CC=CC=C12)CC(CCCC)C=1C2=C(SC1C(=O)N)C=C(C=C2)N2CCOCC2